2-(3-fluoro-4-methoxyphenyl)-7-(piperazin-1-yl)-4H-pyrido[1,2-a]pyrimidin-4-one FC=1C=C(C=CC1OC)C=1N=C2N(C(C1)=O)C=C(C=C2)N2CCNCC2